2-(2,6-Dimethylpyridin-4-yl)-3-(tetrahydro-2H-pyran-4-yl)-7,8-dihydro-1H-pyrrolo[3,2-b][1,7]naphthyridine-1,6(5H)-dicarboxylic acid di-tert-butyl ester C(C)(C)(C)OC(=O)N1C(=C(C2=NC=3CN(CCC3C=C21)C(=O)OC(C)(C)C)C2CCOCC2)C2=CC(=NC(=C2)C)C